C[SiH](C1=C(C=CC=C1)C)C1=C(C=CC=C1)C methyl-bis(2-methylphenyl)silane